NC=1SC2=C(N1)C(=CC=C2F)C2=C(C=C1C(=C(C=NC1=C2F)C#N)N2C[C@H](NCC2)C)Cl 7-(2-amino-7-fluorobenzo[d]thiazol-4-yl)-6-chloro-8-fluoro-4-((R)-3-methylpiperazine-1-yl)quinoline-3-carbonitrile